OC=1C=C2CC[C@@H]([C@@H](C2=CC1)C1=CC=C(C=C1)N1CCC(CC1)CN1CC2(CC1)CCN(CC2)C2=CC=C(C=C2)N2C(NC(CC2)=O)=O)C2=CC=CC=C2 1-(4-(2-((1-(4-((1R,2S)-6-hydroxy-2-phenyl-1,2,3,4-tetrahydronaphthalen-1-yl)phenyl)piperidin-4-yl)methyl)-2,8-diazaspiro[4.5]decan-8-yl)phenyl)dihydropyrimidine-2,4(1H,3H)-dione